2-(bromomethyl)-1-(3,4-dimethoxyphenyl)prop-2-en-1-one BrCC(C(=O)C1=CC(=C(C=C1)OC)OC)=C